FC1=C(C=CC=C1)C(F)(F)F 4-fluoro-3-(trifluoromethyl)benzene